C[C@@H]1O[C@H](CCC1)C |r| (2SR,6SR)-2,6-dimethyltetrahydro-2H-pyran